(S)-2-((tert-butoxycarbonyl)amino)-3-(m-tolyl)propanoic acid C(C)(C)(C)OC(=O)N[C@H](C(=O)O)CC=1C=C(C=CC1)C